C(C)C1=C(OC(C(=O)OCC)(C)C)C(=CC(=C1)CN1N=CN(C1=O)C1=CC=C(C=C1)OC(F)(F)F)CC Ethyl 2-(2,6-diethyl-4-((5-oxo-4-(4-(trifluoromethoxy) phenyl)-4,5-dihydro-1H-1,2,4-triazol-1-yl)methyl)phenoxy)-2-methylpropionate